dimethylaminopropanesulfonic acid CN(C)C(CC)S(=O)(=O)O